FC1(CCN(CC1)C(=O)OC(C)(C)C)CN1CCNCC1 tert-butyl 4-fluoro-4-(piperazin-1-ylmethyl)piperidine-1-carboxylate